N1N=C(C=C1)C=1C(=NC=CC1)C(=O)NC=1C(=NN(C1)C1CCOCC1)C1=NC=CC=C1 (1H-pyrazol-3-yl)-N-(3-(pyridin-2-yl)-1-(tetrahydro-2H-pyran-4-yl)-1H-pyrazol-4-yl)picolinamide